C(C)C1CCC(CC1)OC[C@H]1[C@H](CCC2=C(C=C(C(N12)=O)C)F)NS(=O)(=O)C |r| rac-N-[(3S,4R)-4-({[(1s,4S)-4-ethylcyclohexyl]oxy}methyl)-9-fluoro-7-methyl-6-oxo-1,3,4,6-tetrahydro-2H-quinolizin-3-yl]methanesulfonamide